C[C@]12OC3=C([C@H](NC(N1)=O)C2)C=CC=C3 (2R,6R)-2-methyl-4-oxo-5,6-dihydro-2H-2,6-Methanobenzo[g][1,3,5]oxadiazocine